(S)-N-(5-(2-((1R,2R)-2-fluorocyclopropane-1-carboxamido)benzo[d]thiazol-6-yl)-2-methylphenyl)-3-phenylisoxazolidine-2-carboxamide F[C@H]1[C@H](C1)C(=O)NC=1SC2=C(N1)C=CC(=C2)C=2C=CC(=C(C2)NC(=O)N2OCC[C@H]2C2=CC=CC=C2)C